CC1=C(OC2=C1C=C(C=C2)S(N(CCC2=CC=CC=C2)C2=C(C=CC=C2)N2CCN(CC2)C(=O)OC(C)(C)C)(=O)=O)C(=O)O 3-methyl-5-(N-(2-(4-(tert-butoxycarbonyl)piperazin-1-yl)phenyl)-N-phenethylsulfamoyl)benzofuran-2-carboxylic acid